((1R,4R)-4-(4-(((R)-1-(3-amino-5-(trifluoromethyl)phenyl)ethyl)amino)-7-Methoxy-2-methylquinazolin-6-yl)cyclohexyl)(4-(2-(piperidin-4-yl)ethyl)piperazin-1-yl)methanone NC=1C=C(C=C(C1)C(F)(F)F)[C@@H](C)NC1=NC(=NC2=CC(=C(C=C12)C1CCC(CC1)C(=O)N1CCN(CC1)CCC1CCNCC1)OC)C